CS(=O)(=O)N[C@@H]1CCC2=C(C=CC=C12)C1=NOC(=N1)C=1C=CC(=C(C#N)C1)OCC(F)F 5-(3-((1R)-1-methanesulfonamido-2,3-dihydro-1H-inden-4-yl)-1,2,4-oxadiazol-5-yl)-2-(2,2-difluoroethoxy)benzonitrile